C(C1=CC=CC=C1)OC=1C(=NC=C(C1)F)Br 3-(benzyloxy)-2-bromo-5-fluoropyridine